CC(C=O)CCCCC 2-methyl-1-heptanal